O1CC(C1)CN1N=CN=C1 1-(oxetan-3-ylmethyl)-1H-1,2,4-triazole